2-[(3R)-3-amino-1-piperidyl]ethyl 2-[6-[5-(6-methyl-2-pyridyl)-1H-imidazol-4-yl]-3-quinolyl]thiazole-4-carboxylate CC1=CC=CC(=N1)C1=C(N=CN1)C=1C=C2C=C(C=NC2=CC1)C=1SC=C(N1)C(=O)OCCN1C[C@@H](CCC1)N